3-[(3S)-Oxopentan-3-yloxy]-2,3-dihydro-1H-isoindol-1-one O=CC[C@H](CC)OC1NC(C2=CC=CC=C12)=O